2-((3,4-dihydroisoquinolin-2(1H)-yl)methyl)-5-(prop-2-yn-1-yloxy)-4H-pyran-4-one C1N(CCC2=CC=CC=C12)CC=1OC=C(C(C1)=O)OCC#C